stearamidopropyl-dimethyl-β-hydroxyethylammonium dihydrogenphosphate P(=O)(O)(O)[O-].C(CCCCCCCCCCCCCCCCC)(=O)NCCC[N+](CCO)(C)C